4-{[(acetoxyacetyl){(1R)-1-[1-benzyl-4-(2,5-difluorophenyl)-1H-imidazol-2-yl]-2,2-dimethylpropyl}amino]methyl}-1-(tert-butoxycarbonyl)pyrrolidine-3-carboxylic acid C(C)(=O)OCC(=O)N([C@H](C(C)(C)C)C=1N(C=C(N1)C1=C(C=CC(=C1)F)F)CC1=CC=CC=C1)CC1C(CN(C1)C(=O)OC(C)(C)C)C(=O)O